N-(2-chloro-4-pyrimidinyl)-3-(trifluoromethyl)benzenesulfonamide ClC1=NC=CC(=N1)NS(=O)(=O)C1=CC(=CC=C1)C(F)(F)F